tert-butyl [3-(4-hydroxy-1H-pyrazol-1-yl)bicyclo[1.1.1]pentan-1-yl]carbamate OC=1C=NN(C1)C12CC(C1)(C2)NC(OC(C)(C)C)=O